4-fluoro-6-nitroquinoline FC1=CC=NC2=CC=C(C=C12)[N+](=O)[O-]